(R)-4-((8-cyclopentyl-7-ethyl-6-oxo-5,6,7,8-tetrahydropteridin-2-yl)amino)-3-methoxybenzoic acid C1(CCCC1)N1[C@@H](C(NC=2C=NC(=NC12)NC1=C(C=C(C(=O)O)C=C1)OC)=O)CC